5-(2-hydroxyethyl)aminouracil tert-butyl-(2'-(4,4-difluorocyclohexyl)-3-fluoro-[2,4'-bipyridin]-3'-yl)carbamate C(C)(C)(C)N(C(O)=O)C=1C(=NC=CC1C1=NC=CC=C1F)C1CCC(CC1)(F)F.OCCNC=1C(NC(NC1)=O)=O